COC1=CC=C(C=C1)/C=C/C(=O)N(C1COCC1)C1=CC=CC=C1 (E)-3-(4-methoxyphenyl)-N-phenyl-N-tetrahydrofuran-3-yl-prop-2-enamide